FC(N1N=CC(=C1)C(=O)O)F 1-(difluoromethyl)-1H-pyrazole-4-carboxylic acid